FC1(CN(C[C@@H]1OC1=CC(=NC=C1)C(F)(F)F)C1=CC(=NC(=N1)C)C=1C(NC(NC1)=O)=O)F (S)-6-(3,3-difluoro-4-((2-(trifluoromethyl)pyridin-4-yl)oxy)pyrrolidin-1-yl)-2-methyl-[4,5'-bipyrimidine]-2',4'(1'H,3'H)-dione